(4-methylphenyl)-2,4-dioxo-1,2,3,4-tetrahydropyrimidine CC1=CC=C(C=C1)N1C(NC(C=C1)=O)=O